N,N-bis(2-ethylhexyl)-methyl-1H-benzotriazole-1-methanamine C(C)C(CN(CN1N=NC2=C1C=CC=C2C)CC(CCCC)CC)CCCC